(Z,Z)-3,13-Octadecadienyl acetate C(C)(=O)OCC\C=C/CCCCCCCC\C=C/CCCC